2-amino-1-(2-thienyl)ethanone NCC(=O)C=1SC=CC1